(E)-4-(4-((4-methylhept-3-en-1-yl)oxy)phenyl)butan C\C(=C/CCOC1=CC=C(C=C1)CCCC)\CCC